BrC1=C(C=C(C=C1)F)NC1CS(C1)(=O)=O 3-((2-bromo-5-fluorophenyl)amino)thietane 1,1-dioxide